N1CC(C1)S(=O)(=O)C1=CC=C(OC[C@H]2C[C@H](N(C2)CCC2=C(C#N)C=C(C=C2)Cl)C)C=C1 2-[(2R,4S)-4-{[4-(azetidine-3-sulfonyl)phenoxy]methyl}-2-methylpyrrolidin-1-ylethyl]-5-chlorobenzonitrile